C(C)(C)(C)C1=C(SC=2N=C(N=C(C21)C2=CC(=CC=C2)NC(=O)C=2C=NN(C2)C)SC)C(=O)N tert-butyl-4-(3-(1-methyl-1H-pyrazole-4-carboxamido)phenyl)-2-(methylsulfanyl)thieno[2,3-d]pyrimidine-6-carboxamide